OCC=1C=C(C(=O)NCC2(CCCCC2)C(=O)O)C=CC1[N+](=O)[O-] ((3-(hydroxymethyl)-4-nitrobenzoylamino)methyl)cyclohexane-1-carboxylic acid